ClC1=NN(C=C1C1=NC=CC(=N1)NC=1N=CC2=C(C=CC(=C2C1)C(C)C)N1CC(C1)N(S(=O)(=O)C)C)C(F)F N-(1-(3-((2-(3-chloro-1-(difluoromethyl)-1H-pyrazol-4-yl)pyrimidin-4-yl)amino)-5-isopropylisoquinolin-8-yl)azetidin-3-yl)-N-methyl-methanesulfonamide